FC=1C(=CC2=C(C(NC=3CNC[C@H](C23)N(C(=O)C=2C=C3C=C(C=CN3C2)C(F)F)C)=O)C1)F (S)-N-(8,9-difluoro-6-oxo-1,2,3,4,5,6-hexahydrobenzo[c][1,7]naphthyridin-1-yl)-7-(difluoromethyl)-N-methyl-indolizine-2-carboxamide